OCCC1=C(C=NC=C1)NC1=C(C(NC=C1)=O)C(=O)NC1=CC=C(C=C1)N1CCN(CC1)C 4-((4-(2-Hydroxyethyl)pyridin-3-yl)amino)-N-(4-(4-methylpiperazin-1-yl)phenyl)-2-oxo-1,2-dihydropyridine-3-carboxamide